(2S,4R)-1-((S)-2-amino-3,3-dimethylbutanoyl)-N-(4-ethynyl-2-(2-hydroxyethoxy)benzyl)-4-hydroxypyrrolidine-2-carboxamide N[C@H](C(=O)N1[C@@H](C[C@H](C1)O)C(=O)NCC1=C(C=C(C=C1)C#C)OCCO)C(C)(C)C